C1(=CC=C(C=C1)N(C1=CC=C(C=C1)C)C1=CC=C(C=C1)C)C tri(p-tolyl)amine